tert-Butyl-3-(1H-1,2,3-triazol-4-yl)piperidine-1-carboxylate C(C)(C)(C)OC(=O)N1CC(CCC1)C=1N=NNC1